racemic-cis-4-(aminomethyl)-1-benzyl-4-methylpiperidin-3-ol NC[C@@]1([C@@H](CN(CC1)CC1=CC=CC=C1)O)C |r|